S1C(=CC=C1)C1=CN=C2N1N=C(C=C2)NC2CCC(CC2)C(C)C 2-[(1r,4r)-4-[[3-(2-thienyl)imidazo[1,2-b]pyridazin-6-yl]amino]cyclohexyl]propan